C(CCCC)O.[Y] Yttrium amyl alcohol